(1R,2R)-N-[2-(2,4-dimethoxypyridin-3-yl)-1-methylpyrrolo[2,3-c]pyridin-5-yl]-2-fluorocyclopropane-1-carboxamide COC1=NC=CC(=C1C1=CC=2C(=CN=C(C2)NC(=O)[C@@H]2[C@@H](C2)F)N1C)OC